methyl N6-(tert-butoxycarbonyl)-N2-((2-nitrophenyl)sulfonyl)-L-lysinate C(C)(C)(C)OC(=O)NCCCC[C@H](NS(=O)(=O)C1=C(C=CC=C1)[N+](=O)[O-])C(=O)OC